OCCCCCCCOC1=C2C(N(C(=NC2=CC=C1)C)C1C(NC(CC1)=O)=O)=O 3-(5-((7-hydroxyheptyl)oxy)-2-methyl-4-oxoquinazolin-3(4H)-yl)piperidine-2,6-dione